5-(3-hydroxypropyl)-1-(4-methoxyphenyl)-3-(4-(methylsulfonyl)piperazin-1-yl)pyrazin-2(1H)-one OCCCC=1N=C(C(N(C1)C1=CC=C(C=C1)OC)=O)N1CCN(CC1)S(=O)(=O)C